L-aspartic acid, diacetic acid C(CN([C@@H](CC(=O)O)C(=O)O)CC(=O)O)(=O)O